6-((2-(1-(cyclopropylsulfonyl)-1H-pyrazol-4-yl)pyrimidin-4-yl)amino)-N-(2-(dimethylamino)-1-phenylethyl)-4-(isopropylamino)nicotinamide C1(CC1)S(=O)(=O)N1N=CC(=C1)C1=NC=CC(=N1)NC1=NC=C(C(=O)NC(CN(C)C)C2=CC=CC=C2)C(=C1)NC(C)C